(azetidin-1-yl)methanone N1(CCC1)C=O